(3-phenylpyridine) iridium (III) [Ir+3].C1(=CC=CC=C1)C=1C=NC=CC1